C1(CCCC1)NC=1C2=C(N=C(N1)C(O)C1=CC=CC=C1)CCCN2 [4-(cyclopentylamino)-5,6,7,8-tetrahydropyrido[3,2-d]pyrimidin-2-yl]-phenylmethanol